(R)-5-(5-(1-(3,5-Dichloropyridin-4-yl)ethoxy)-6-methoxy-1H-indazol-3-yl)-2-(3-(dimethylamino)-3-methylazetidin-1-yl)nicotinonitrile trifluoroacetic acid salt FC(C(=O)O)(F)F.ClC=1C=NC=C(C1[C@@H](C)OC=1C=C2C(=NNC2=CC1OC)C=1C=NC(=C(C#N)C1)N1CC(C1)(C)N(C)C)Cl